FC1([C@@H](O[C@@H]([C@H]1O)CO)N1C(N=C(C=C1)N1C(N(CC1)C)=O)=O)F 1-((2R,4R,5R)-3,3-difluoro-4-hydroxy-5-(hydroxymethyl)tetrahydrofuran-2-yl)-4-(3-methyl-2-oxoimidazolidin-1-yl)pyrimidin-2(1H)-one